pentanoxy-2,4-diaminobenzene C(CCCC)OC1=C(C=C(C=C1)N)N